4-(4-((1-((4-fluorophenyl)sulfonyl)azetidin-3-yl)sulfonyl)-3,4-dihydro-2H-pyrido[4,3-b][1,4]-oxazin-8-yl)benzonitrile FC1=CC=C(C=C1)S(=O)(=O)N1CC(C1)S(=O)(=O)N1C2=C(OCC1)C(=CN=C2)C2=CC=C(C#N)C=C2